NC=1C=CC(=C(C1)S(=O)(=O)NCC1=C(C=C(C=C1)OC)OC)N1N=C(C=C1)C1CC1 5-amino-2-(3-cyclopropyl-1H-pyrazol-1-yl)-N-(2,4-dimethoxybenzyl)benzenesulfonamide